C(C)(C)(C)N1N=NN=C1C(N1C[C@@H](N(C[C@H]1C)C1=CC(N(C=2C=CC(=NC12)C#N)C)=O)C)C1=CC=C(C=C1)F 8-((2s,5r)-4-((1-(tert-butyl)-1H-tetrazol-5-yl)(4-fluorophenyl)methyl)-2,5-dimethylpiperazin-1-yl)-5-methyl-6-oxo-5,6-dihydro-1,5-naphthyridine-2-carbonitrile